C(CC)N[C@@H]1CC2=C(N=C(S2)N)CC1 (6S)-6-N-propyl-4,5,6,7-tetrahydro-1,3-benzothiazole-2,6-diamine